OC(C)(C)C1(N=COC1)C(=O)O 4-(2-hydroxypropan-2-yl)oxazole-4-carboxylic acid